ClC1=C(OC[C@@H]2CN([C@H](O2)C(F)(F)F)C2=CC(=C(C#N)C=C2)C(F)(F)F)C=CC(=C1)[N+](=O)[O-] 4-((2R,5S)-5-((2-Chloro-4-nitrophenoxy)methyl)-2-(trifluoromethyl)oxazolidin-3-yl)-2-(trifluoromethyl)benzonitril